N-(5-(4-methyl-1H-pyrazol-5-yl)-8-(methylamino)-2,7-naphthyridin-3-yl)cyclopropanecarboxamide CC=1C=NNC1C1=C2C=C(N=CC2=C(N=C1)NC)NC(=O)C1CC1